NC1=C(C=2C(=NC=C(C2S1)F)C=1C2=C(C=3C=NC(=NC3C1F)N1C[C@H]3N(CC[C@H]3C1)C)COC2)C#N 2-Amino-7-fluoro-4-(5-fluoro-3-((3aS,6aS)-1-methylhexahydropyrrolo[3,4-b]pyrrol-5(1H)-yl)-7,9-dihydrofuro[3,4-f]quinazolin-6-yl)thieno[3,2-c]pyridine-3-carbonitrile